CC1=C2C=C(N(C2=CC=C1CN1CCC2(CN(C2)C2=NC=NC3=CC=C(C=C23)CC(F)(F)F)CC1)[C@H](CN1CCN(CC1)S(=O)(=O)C)C)C#N 4-methyl-1-[(1S)-1-methyl-2-(4-methylsulfonylpiperazin-1-yl)ethyl]-5-[[2-[6-(2,2,2-trifluoroethyl)quinazolin-4-yl]-2,7-diazaspiro[3.5]nonan-7-yl]methyl]indole-2-carbonitrile